C(CC(C)C)NC(=O)C=1C=NC2=CC=C(C=C2C1NC(C)C)C=1C=NNC1 N-isopentyl-4-(isopropylamino)-6-(1H-pyrazol-4-yl)quinoline-3-carboxamide